(Z)-2-(5-methoxy-1H-indol-3-yl)-3-(4-methoxypyridin-3-yl)-acrylonitrile COC=1C=C2C(=CNC2=CC1)/C(/C#N)=C/C=1C=NC=CC1OC